4,4-diisocyanato-3,3'-dimethoxybiphenyl N(=C=O)C1(C(C=C(C=C1)C1=CC(=CC=C1)OC)OC)N=C=O